FC(COP(OCC(F)(F)F)[O-])(F)F bis(2,2,2-trifluoroethyl)phosphite